di(2-ethylhexyl)tin C(C)C(C[Sn]CC(CCCC)CC)CCCC